ClC1=CC=C2C(=N1)N=C(O2)NCC21N(CC(C2)C1)C(=O)OC(C)(C)C tert-butyl 1-[[(5-Chlorooxazolo[4,5-b]pyridin-2-yl)amino]methyl]-2-azabicyclo[2.1.1]hexane-2-carboxylate